(S)-4-(2-(2-fluoro-5-methoxyphenyl)azepan-1-yl)-6-methylpyrimidin-2-amine FC1=C(C=C(C=C1)OC)[C@H]1N(CCCCC1)C1=NC(=NC(=C1)C)N